ClC=1C=C(C=CC1N1C(N(C=C1)C)=O)C1=C(C(=CC(=C1)F)C1=CC(=NC(=C1)N1C[C@H](CC1)NC)NC(C)=O)O (S)-N-(4-(3'-chloro-5-fluoro-2-hydroxy-4'-(3-methyl-2-oxo-2,3-dihydro-1H-imidazol-1-yl)-[1,1'-biphenyl]-3-yl)-6-(3-(methylamino)pyrrolidin-1-yl)pyridin-2-yl)acetamide